tert-Butyl (6,6-difluorobicyclo[3.1.0]hexan-3-yl)carbamate FC1(C2CC(CC12)NC(OC(C)(C)C)=O)F